C(=O)(O)CCC(=O)N[C@@H](CCCN)C(=O)O N2-(3-carboxypropionyl)-L-ornithine